4-(4-(2,4-Difluorophenoxy)piperidin-1-yl)-5-nitropyrimidine-2-carboxylic acid methyl ester COC(=O)C1=NC=C(C(=N1)N1CCC(CC1)OC1=C(C=C(C=C1)F)F)[N+](=O)[O-]